BrC=1C(=NC(=NC1)NC1=CC=C(C=C1)S(NCCOCCOCCOCCOCCN1N=C(C(=C1)[N+](=O)[O-])OC)(=O)=O)NC1=C(C(=O)N)C(=CC=C1)F 2-[[5-bromo-2-[4-[2-[2-[2-[2-[2-(3-methoxy-4-nitro-pyrazol-1-yl)ethoxy]ethoxy]ethoxy]ethoxy]ethylsulfamoyl]anilino]pyrimidin-4-yl]amino]-6-fluoro-benzamide